2-(2-fluoro-4-phenylpyridin-3-yl)-[1,2,4]triazolo[1,5-a]pyridine FC1=NC=CC(=C1C1=NN2C(C=CC=C2)=N1)C1=CC=CC=C1